C(CCCCCCC\C=C/CCCCCCCC)(=O)OCCCCCCCCCCCCCCCCCC(C)C isoeicosanol oleate